FC=1C=C(C=CC1OC)C1=CN=C2N1C=CN=C2NC2=CC(=C(C=C2)C(=O)N2CCN(CC2)C(=O)[C@H]2NC[C@@](C2)(C)O)C [4-[[3-(3-fluoro-4-methoxyphenyl)imidazo[1,2-a]pyrazin-8-yl]amino]-2-methylphenyl]-[4-[(2S,4S)-4-hydroxy-4-methylpyrrolidine-2-carbonyl]piperazin-1-yl]methanone